Butyl-tin sulfide C(CCC)[Sn]=S